BrC1=C(C=C2C(NC(NC2=C1SC[C@@H](COC)O)=O)=O)Cl 7-bromo-6-chloro-8-[(2R)-2-hydroxy-3-methoxy-propyl]sulfanyl-1H-quinazoline-2,4-dione